CO[C@H]1CN2C(OC1)=C(C=N2)S(=O)(N)=NC(NC2=C1[C@H](CCC1=CC=1CCCC21)C)=O (6S)-6-methoxy-N'-(((S)-3-methyl-1,2,3,5,6,7-hexahydro-s-indacen-4-yl)carbamoyl)-6,7-dihydro-5H-pyrazolo[5,1-b][1,3]oxazine-3-sulfonimidamide